1-(4-((7-(benzyloxy)-6-methoxyquinazolin-4-yl)oxy)-2-fluorophenyl)-3-(1-isopropyl-1H-pyrazol-4-yl)urea C(C1=CC=CC=C1)OC1=C(C=C2C(=NC=NC2=C1)OC1=CC(=C(C=C1)NC(=O)NC=1C=NN(C1)C(C)C)F)OC